6-[6-bromo-3-(ethylsulfanyl)pyridin-2-yl]-7-methyl-3-(trifluoromethyl)-7H-imidazo[4,5-c]pyridazine BrC1=CC=C(C(=N1)C1=NC2=C(N=NC(=C2)C(F)(F)F)N1C)SCC